C1(CC1)C1=CC(=CN1)S(=O)(=O)NC1=C(C=C(C(=C1)F)F)F 5-cyclopropyl-N-(2,4,5-trifluorophenyl)-1H-pyrrole-3-sulfonamide